CC(CCC1=C(C=CC=C1)O)CC(CC)C 2-(3,5-dimethylheptyl)phenol